NC1=NC=NC=2N(C3=CC(=C(C=C3C21)C)F)CC(=O)N2[C@@H]1C[C@@]1(C[C@H]2C(=O)NC2=NC(=CC=C2)Br)C (1R,3S,5R)-2-(2-(4-amino-7-fluoro-6-methyl-9H-pyrimido[4,5-b]indol-9-yl)acetyl)-N-(6-bromopyridin-2-yl)-5-methyl-2-azabicyclo[3.1.0]hexane-3-carboxamide